2-(2-(2-(2-aminoethoxy)ethoxy)ethyl)-4-phenylbutyramide NCCOCCOCCC(C(=O)N)CCC1=CC=CC=C1